3-(5-(7-(oxetan-3-yl)-4-(pyrrolidin-1-ylmethyl)-7H-pyrrolo[2,3-d]pyrimidin-2-yl)-1-oxoisoindolin-2-yl)piperidine-2,6-dione O1CC(C1)N1C=CC2=C1N=C(N=C2CN2CCCC2)C=2C=C1CN(C(C1=CC2)=O)C2C(NC(CC2)=O)=O